8-(2,4-Dichlorophenyl)-9-(2-fluoro-4-((1-(3-fluoropropyl)azetidin-3-yl)methyl)phenyl)-6,7-dihydro-5H-benzo[7]annulen ClC1=C(C=CC(=C1)Cl)C=1CCCC2=C(C1C1=C(C=C(C=C1)CC1CN(C1)CCCF)F)C=CC=C2